FC=1C=C2C(=C(/C(/C2=CC1)=C/C1=CC=C(C=C1)N1CCCC1)C)CC(=O)O 2-[(1Z)-5-fluoro-2-methyl-1-{[4-(pyrrolidin-1-yl)phenyl]Methylene}-1H-inden-3-yl]Acetic acid